C(C(=O)O)(=O)O.C(=O)OCC 2-ethyl formate oxalate